2-Chloro-4-ethyl-6-[[3-fluoro-4-[1-methyl-4-(trifluoromethyl)imidazol-2-yl]phenyl]methoxy]pyrimidine ClC1=NC(=CC(=N1)CC)OCC1=CC(=C(C=C1)C=1N(C=C(N1)C(F)(F)F)C)F